ethyl 2-(2-((5-(3-(aminomethyl)phenyl)-1-isopropyl-1H-indazol-3-yl)methoxy)-3-methylphenyl)acetate NCC=1C=C(C=CC1)C=1C=C2C(=NN(C2=CC1)C(C)C)COC1=C(C=CC=C1C)CC(=O)OCC